NC1=NC=CC=C1CN(C=1C2=C(N=C(N1)OCC13CCCN3CCC1)C(=C(N=C2)C2=CC=CC1=CC=CC(=C21)F)F)C N-((2-aminopyridin-3-yl)methyl)-8-fluoro-7-(8-fluoronaphthalen-1-yl)-N-methyl-2-((tetrahydro-1H-pyrrolizin-7a(5H)-yl)methoxy)pyrido[4,3-d]pyrimidin-4-amine